O-nitrobenzyl-cysteine 1-chloroethyl-tridecanoate ClC(C)C(C(=O)O)CCCCCCCCCCC.[N+](=O)([O-])OC([C@@H](NCC1=CC=CC=C1)CS)=O